O1CC(CC1)C1=CN=C(S1)N1N=CC=2C=NC(=CC21)CC(=O)N (1-(5-(tetrahydrofuran-3-yl)thiazol-2-yl)-1H-pyrazolo[4,3-c]pyridin-6-yl)acetamide